C(#C)C1=C(C=CC=C1)OB(O)O (2-ethynylphenyl)boric acid